ClC1=NC=C2CCN(CC2=C1)C(=O)[O-] 7-chloro-3,4-dihydro-1H-2,6-naphthyridine-2-carboxylate